Ethyl 7-(chlorosulfonyl)heptanoate ClS(=O)(=O)CCCCCCC(=O)OCC